8-(2-(((3R,6R,8aS,9R,10S,12R,12aR)-3,6,9-Trimethyldecahydro-12H-3,12-epoxy-[1,2]dioxepino[4,3-i]isochromen-10-yl)oxy)ethoxy)quinoline C[C@]12CCC3[C@@H](CC[C@H]4[C@H]([C@H](O[C@@H]([C@@]34OO1)O2)OCCOC=2C=CC=C1C=CC=NC21)C)C